3-(5-cyano-6-(2H-1,2,3-triazol-2-yl)pyridin-3-yl)urea C(#N)C=1C=C(C=NC1N1N=CC=N1)NC(N)=O